C(CCCCCCCC)(=O)Cl pelargonoyl chloride